N[C@@H](C(=O)NC1CC(C1)NC(=O)C1=C(C=C(C=C1)NC(=O)C=1N(C(=CN1)C=1C(=NN(C1)CC#N)C(F)(F)F)C)Cl)C N-[4-[[3-[[(2R)-2-aminopropanoyl]amino]cyclobutyl]carbamoyl]-3-chlorophenyl]-5-[1-(cyanomethyl)-3-(trifluoromethyl)pyrazol-4-yl]-1-methylimidazole-2-carboxamide